COC(C1CCN(CC1)C1=CC=C(C=C1)[C@@H]1[C@@H](OCC2=CC(=CC=C12)O)C1=CC=C(C=C1)F)OC (3R,4S)-4-(4-(4-(dimethoxymethyl)piperidin-1-yl)phenyl)-3-(4-fluorophenyl)isochroman-7-ol